trans-N-(3-(1-Cyclopropyl-1H-pyrazol-4-yl)phenyl)-4-(trans-4-hydroxycyclohexanecarboxamido)-N-((trans-4-(4-methoxy-3-methylphenyl)cyclohexyl)methyl)-cyclohexanecarboxamide C1(CC1)N1N=CC(=C1)C=1C=C(C=CC1)N(C(=O)[C@@H]1CC[C@H](CC1)NC(=O)[C@@H]1CC[C@H](CC1)O)C[C@@H]1CC[C@H](CC1)C1=CC(=C(C=C1)OC)C